NC1=C2C(=NC=N1)N(N=C2C2=CC(=CC=C2)OC)C(C)C2=NC1=CC=CC(=C1C(N2C2CCC2)=O)F 2-(1-(4-amino-3-(3-methoxyphenyl)-1H-pyrazolo[3,4-d]pyrimidin-1-yl)ethyl)-3-cyclobutyl-5-fluoroquinazolin-4(3H)-one